C(C1=CC=CC=C1)OC1=C(C=C2C(=CNC2=C1)C=O)C 6-(BENZYLOXY)-5-METHYL-1H-INDOLE-3-CARBALDEHYDE